2-(4-methoxyphenyl)-2-methyl-N-[3-[(4-oxo-5,6,7,8-tetrahydro-3H-quinazolin-2-yl)amino]propyl]propanamide COC1=CC=C(C=C1)C(C(=O)NCCCNC1=NC=2CCCCC2C(N1)=O)(C)C